N[C@@H]1CN(CC[C@H]1F)C1=NC2=C(N1CC(=O)N(C)C)C=C(C=C2)OC 2-(2-((3r,4r)-3-amino-4-fluoropiperidin-1-yl)-6-methoxy-1H-benzo[d]imidazol-1-yl)-N,N-dimethylacetamide